[2-(2,3-epithiopropoxy)cyclohexyl][4-(2,3-epoxypropoxy)cyclohexyl]methane C(C1CS1)OC1C(CCCC1)CC1CCC(CC1)OCC1CO1